4-((3-trifluoromethylbenzyl)amino)-2-((1-methyl-1H-pyrazol-4-yl)amino)pyrimidin-5-carboxamide FC(C=1C=C(CNC2=NC(=NC=C2C(=O)N)NC=2C=NN(C2)C)C=CC1)(F)F